C1(=CC=CC2=CC=CC=C12)P(C1=CC=CC2=CC=CC=C12)C1=CC=CC2=CC=CC=C12 tris(1-naphthyl)phosphorus